ClC=O Chloromethanone